[SiH4]=O silane-oxide